[B].[Fe].[Y].[Ce].[La] lanthanum cerium yttrium iron boron